NC1=CC(=C2N3CCC[C@H]3CCCCCC(C3=NN=C(C1=N2)O3)(O)C(F)(F)F)C3=CC=CC=C3 (12R)-20-amino-18-phenyl-6-(trifluoromethyl)-22-oxa-3,4,16,21-tetraazatetracyclo[15.3.1.12,5.012,16]docosa-1(21),2,4,17,19-pentaen-6-ol